C(CC)NC(C(=C)C)=O N-n-propyl-methacrylamide